NCCN1CCN(CC1)C1=C(C=C(C=N1)CC=1N=C2C(=NC(=NN2C1)OCCCC)N)C ((6-(4-(2-aminoethyl)piperazin-1-yl)-5-methylpyridin-3-yl)methyl)-2-butoxyimidazo[2,1-f][1,2,4]triazin-4-amine